COC=1C=C2C(=NC=NC2=CC1OC[C@H]1CN(CC1)C(=O)OC(C)(C)C)C1=CC=C(C=C1)NC(CC1=CC=C(C=C1)C(F)(F)F)=O tert-butyl (R)-3-(((6-methoxy-4-(4-(2-(4-(trifluoromethyl)phenyl)acetamido)phenyl)quinazolin-7-yl)oxy)methyl)pyrrolidin-1-carboxylate